BrC1=C(C=C(C=C1OC)N1CCC(CC1)NC(OC(C)(C)C)=O)O Tert-butyl (1-(4-bromo-3-hydroxy-5-methoxyphenyl)piperidin-4-yl)carbamate